4-((2-Hydroxyethyl)sulfonamido)-2-(6-azaspiro[2.5]octan-6-yl)-N-(6-(3,3,3-trifluoropropoxy)pyridin-2-yl)benzamide hydrochloride Cl.OCCS(=O)(=O)NC1=CC(=C(C(=O)NC2=NC(=CC=C2)OCCC(F)(F)F)C=C1)N1CCC2(CC2)CC1